trans-butane-1,4-dioic acid C(CCC(=O)O)(=O)O